2,4,4,7-tetramethyl-nonan-6,8-diene-3-one oxime CC(C)C(C(CC=C(C=C)C)(C)C)=NO